ClC1=NC=C(C=C1)C1COCC1 2-chloro-5-(oxolan-3-yl)pyridine